2'-(3-fluoropyridin-4-yl)-5',6'-dihydro-1'H-spiro[oxetane-3,7'-pyrrolo[3,2-c]pyridin]-4'-one FC=1C=NC=CC1C1=CC=2C(NCC3(C2N1)COC3)=O